C(=O)(OCC1C2=CC=CC=C2C2=CC=CC=C12)[C@H](CC(C(=O)NC(C(=O)NCCOCCOCC(=O)O)(C)C)N)C(=O)OC(C)(C)C 2-[2-[2-[[2-[[(4S)-4-Fmoc-amino-5-tert-butoxy-5-oxo-pentanoyl]amino]-2-methyl-propanoyl]amino]ethoxy]ethoxy]acetic acid